C(CCCCCCCCCCC)[SiH2]O[Si](CC)(CC)CC dodecylsiloxytriethylsilane